P(=O)(OCCCCCCCCCC)(OCC[NH+](CCCCCCCC)CCCCCCCC)[O-] decyl (2-(dioctylammonio)ethyl) phosphate